C(C1=CC=CC=C1)OC(=O)N1C(CCC1)CC(C(=O)O)(C1=CC=CC=C1)C1=COC=C1 3-(1-((benzyloxy)carbonyl)pyrrolidin-2-yl)-2-(furan-3-yl)-2-phenylpropionic acid